4-thia-2,12-diazatricyclo[7.3.0.03,7]dodeca-1(9),2,5,7-tetraene-8-ol C1=2N=C3SC=CC3=C(C2CCN1)O